sodium-gold [Au].[Na]